C(#C)C1=CC(N(C=2N=C(N=CC21)NC2=CC=C(C=C2)N2CCC(CC2)C2CN(C2)CO)C2=CC=CC=C2)=O 5-Ethynyl-2-[(4-{4-[1-(hydroxymethyl)azetidin-3-yl]piperidin-1-yl}phenyl)amino]-8-phenylpyrido[2,3-d]pyrimidin-7-one